3-(2,6-dimethylpyridin-4-yl)-2,4,5,6-tetrakis(9H-pyrido[3,4-b]indol-9-yl)benzonitrile CC1=NC(=CC(=C1)C=1C(=C(C#N)C(=C(C1N1C2=C(C3=CC=CC=C13)C=CN=C2)N2C1=C(C3=CC=CC=C23)C=CN=C1)N1C2=C(C3=CC=CC=C13)C=CN=C2)N2C1=C(C3=CC=CC=C23)C=CN=C1)C